8-Hydroxy-6-(methoxymethoxy)-1-((triisopropylsilyl)ethynyl)-2-naphthonitrile OC=1C=C(C=C2C=CC(=C(C12)C#C[Si](C(C)C)(C(C)C)C(C)C)C#N)OCOC